[7-chloro-3-(2-chloro-5-fluorophenyl)-2-[(4-methoxyphenyl)methyl]-1-oxo-2,3-dihydro-1H-pyrrolo[4,3-f]quinolin-4-yl]-5-fluoro-3-(trifluoromethyl)benzamide ClC1=NC2=CC(=C3C(=C2C=C1)C(N(C3C3=C(C=CC(=C3)F)Cl)CC3=CC=C(C=C3)OC)=O)C3=C(C(=O)N)C=C(C=C3C(F)(F)F)F